N-methyl-5-(methyl(1-((3-methyl-2,4-dioxo-1,2,3,4-tetrahydrothieno[3,2-d]pyrimidin-6-yl)methyl)pyrrolidin-3-yl)amino)picolinamide CNC(C1=NC=C(C=C1)N(C1CN(CC1)CC1=CC=2NC(N(C(C2S1)=O)C)=O)C)=O